NCCCCCCNCO[Si](OCC)(OCC)OCC N-(6-aminohexyl)aminomethoxytriethoxysilane